ethyl (1R,5S)-3-(5-(5-(1-(1H-pyrrolo[2,3-b]pyridin-4-yl) ethoxy)-1H-indazol-3-yl) pyridin-2-yl)-3,8-diazabicyclo[3.2.1]octane-8-carboxylate N1C=CC=2C1=NC=CC2C(C)OC=2C=C1C(=NNC1=CC2)C=2C=CC(=NC2)N2C[C@H]1CC[C@@H](C2)N1C(=O)OCC